lithium salicylate proline salt N1[C@@H](CCC1)C(=O)O.C(C=1C(O)=CC=CC1)(=O)[O-].[Li+]